methyl (S)-2-amino-3-(8-(2,6-dimethyl-5-(trifluoromethyl)pyrimidin-4-yl)imidazo[1,2-a]pyridin-5-yl)propanoate N[C@H](C(=O)OC)CC1=CC=C(C=2N1C=CN2)C2=NC(=NC(=C2C(F)(F)F)C)C